BrC1=CC(=C(N)C=C1)C(F)(F)F 4-bromo-2-trifluoromethyl-aniline